N-(2-hydroxycyclopentyl)pyridine-2-amide OC1C(CCC1)NC(=O)C1=NC=CC=C1